(2R,4R)-N2-(5-(1-amino-1-(3-cyanophenyl)-3-cyclopropyl-propyl)-2-fluorophenyl)-N1-(5-chloropyridin-2-yl)-4-hydroxypyrrolidine-1,2-dicarboxamide NC(CCC1CC1)(C1=CC(=CC=C1)C#N)C=1C=CC(=C(C1)NC(=O)[C@@H]1N(C[C@@H](C1)O)C(=O)NC1=NC=C(C=C1)Cl)F